tert-butyl 3-(2-bromothiophen-3-yl)-3-hydroxypyrrolidine-1-carboxylate BrC=1SC=CC1C1(CN(CC1)C(=O)OC(C)(C)C)O